FC(OC1=NC=2C(C(NC3(COC3)C2C=C1)=O)(C)C)F 2-(difluoromethoxy)-8,8-dimethyl-6H-spiro[1,6-naphthyridine-5,3'-oxetan]-7(8H)-one